2,7-diaminoheptanoic acid NC(C(=O)O)CCCCCN